CC1=NN(C(=C1)C)C=1C=CC(N(N1)CC1CN(C1)C=1C2=C(N=C(N1)C)CCC2)=O 6-(3,5-dimethylpyrazol-1-yl)-2-[[1-(2-methyl-6,7-dihydro-5H-cyclopenta[d]pyrimidin-4-yl)azetidin-3-yl]methyl]pyridazin-3-one